1-(13E-eicosenoyl)-2-docosanoyl-sn-glycero-3-phosphocholine CCCCCCCCCCCCCCCCCCCCCC(=O)O[C@H](COC(=O)CCCCCCCCCCC/C=C/CCCCCC)COP(=O)([O-])OCC[N+](C)(C)C